[Si](C)(C)(C(C)(C)C)OCCN1N=CC=2C1=C(N=NC2C2=C(C=C(C=C2)C(F)(F)F)OC)Cl 1-(2-((tert-butyldimethylsilyl)oxy)ethyl)-7-chloro-4-(2-methoxy-4-(trifluoromethyl)phenyl)-1H-pyrazolo[3,4-d]pyridazine